(2S)-2-[4-bromo-2-(cyclopropyldifluoromethyl)phenoxy]propionic acid BrC1=CC(=C(O[C@H](C(=O)O)C)C=C1)C(F)(F)C1CC1